(2S)-2-((1-(pyridin-3-yl)ethyl)amino)-9-(5,6,7,8-tetrahydro-1,8-naphthyridin-2-yl)nonanoic acid methyl ester COC([C@H](CCCCCCCC1=NC=2NCCCC2C=C1)NC(C)C=1C=NC=CC1)=O